N1CC(C1)C#CC=1C=CC(=NC1F)C(=O)NC 5-(azetidin-3-ylethynyl)-6-fluoro-N-methylpicolinamide